C(C)(C)(C)OC(=O)N1CCC(CC1)C=1SC=C(N1)CO 4-(4-(hydroxymethyl)thiazol-2-yl)piperidine-1-carboxylic acid tert-butyl ester